[Si](C)(C)(C(C)(C)C)OCC=1N=C(SC1)N 4-(((tert-butyldimethylsilyl)oxy)methyl)thiazol-2-amine